ClC1=CC=C(C(=N1)C(=O)OC)N[C@H](C)C1=CC(=CC=2C=3N(C(=NC12)CC)C=C(N3)C#N)C (R)-methyl 6-chloro-3-(1-(2-cyano-5-ethyl-9-methylimidazo[1,2-c]quinazolin-7-yl)ethylamino)picolinate